C(C#CC)(=O)N[C@@H]1C[C@H](CCC1)C1=C2C(=C(NC2=C(C(=C1F)F)C(=O)N)C)C 4-((1S,3S)-3-(but-2-ynamido)cyclohexyl)-5,6-difluoro-2,3-dimethyl-1H-indole-7-carboxamide